3'-O-tert-butoxycarbonyl-5'-O-tert-butyldimethylsilyl-5-fluoro-2'-deoxyuridine C(C)(C)(C)OC(=O)O[C@H]1C[C@@H](O[C@@H]1CO[Si](C)(C)C(C)(C)C)N1C(=O)NC(=O)C(=C1)F